C[C@]12CC[C@H]3[C@H]([C@@H]1CC[C@@H]2O[C@H]4[C@@H]([C@H]([C@@H]([C@H](O4)C(=O)[O-])O)O)O)CCC5=CC(=O)CC[C@]35C The molecule is a steroid glucuronide anion that is the conjugate base of testosterone 17-O-(beta-D-glucuronide) arising from deprotonation of the carboxylic acid function; major species at pH 7.3. It is a steroid glucosiduronic acid anion and a beta-D-glucosiduronate. It is a conjugate base of a testosterone 17-glucosiduronic acid.